(E)-4-(2-(4-cyclopropyl-1-(2,6-dichlorophenyl)-1H-pyrazol-5-yl)vinyl)piperidine-1-carboxylic acid tert-butyl ester C(C)(C)(C)OC(=O)N1CCC(CC1)\C=C\C1=C(C=NN1C1=C(C=CC=C1Cl)Cl)C1CC1